C(CC=C)N(C(=O)[C@H]1N([C@@H]2CC[C@H]1C2)C2=NC(=CC(=C2)C(F)(F)F)C)C2=CC(=C(C=C2)F)Cl (1R,3S,4S)-N-(but-3-en-1-yl)-N-(3-chloro-4-fluorophenyl)-2-(6-methyl-4-(trifluoromethyl)pyridin-2-yl)-2-azabicyclo[2.2.1]heptane-3-carboxamide